trans-acetamidocyclohexanol acetate C(C)(=O)OC1(CCCCC1)NC(C)=O